C(C)(C)(C)OC(=O)N1OCC[C@H]1C1=NC=CC=C1 (3S)-3-(2-pyridyl)isoxazolidine-2-carboxylic acid tert-butyl ester